1-(imidazo[1,2-a]pyrazin-3-ylmethyl)-N-(3-(morpholinomethyl)-5-(trifluoromethyl)phenyl)indoline-6-carboxamide N=1C=C(N2C1C=NC=C2)CN2CCC1=CC=C(C=C21)C(=O)NC2=CC(=CC(=C2)C(F)(F)F)CN2CCOCC2